tert-butyl 7-((5-((3r,4r)-4-fluoro-3-hydroxypiperidin-1-yl) pyridin-2-yl) amino)-4-(imidazo[1,2-a]pyrazin-3-yl)-1-oxoisoindoline-2-carboxylate F[C@H]1[C@@H](CN(CC1)C=1C=CC(=NC1)NC=1C=CC(=C2CN(C(C12)=O)C(=O)OC(C)(C)C)C1=CN=C2N1C=CN=C2)O